1-(4-(4,6-diphenyl-1,3,5-triazin-2-yl)-3-hydroxyphenoxy)hexan-2-yl methacrylate C(C(=C)C)(=O)OC(COC1=CC(=C(C=C1)C1=NC(=NC(=N1)C1=CC=CC=C1)C1=CC=CC=C1)O)CCCC